5-(6-isopropyl-2-(6-((tetrahydro-2H-pyran-4-yl)methyl)-2,6-diazaspiro[3.3]heptan-2-yl)-4H-pyrrolo[3,2-d]thiazol-5-yl)-1,3,4-trimethylpyridin-2(1H)-one C(C)(C)C1=C(NC2=C1N=C(S2)N2CC1(C2)CN(C1)CC1CCOCC1)C=1C(=C(C(N(C1)C)=O)C)C